3-bromo-1-(benzenesulfonyl)-1H-pyrrolo[2,3-b]pyridine-6-carbonitrile BrC1=CN(C2=NC(=CC=C21)C#N)S(=O)(=O)C2=CC=CC=C2